C(C)(=O)OCCOCC(C)OCC monomethyl-diethylene glycol monoethyl ether acetate